[O-]S(=O)(=O)C(F)(F)F.C(CCCCCCCCCCC)[NH+]1CC(CC1)CC 1-Dodecyl-3-ethylpyrrolidinium triflat